C=C1CCC(CC1)C(=CO)C 2-(4-methylenecyclohexyl)propenol